N-[2-(5-Hydroxy-2-butyl-1H-indol-3-yl)ethyl]acetamide OC=1C=C2C(=C(NC2=CC1)CCCC)CCNC(C)=O